N-ethyl-N-(furan-2-ylmethyl)-2-(p-tolyloxy)acetamide rac-tert-butyl-4-[(1S,2S,4R)-2-fluoro-4-(4-fluoro-2-oxo-2,3-dihydro-1H-indol-1-yl)cyclohexyl]piperazine-1-carboxylate C(C)(C)(C)OC(=O)N1CCN(CC1)[C@@H]1[C@H](C[C@@H](CC1)N1C(CC2=C(C=CC=C12)F)=O)F.C(C)N(C(COC1=CC=C(C=C1)C)=O)CC=1OC=CC1 |r|